7-(4-(dimethylamino)but-1-yn-1-yl)-6-methoxy-N-((1-methylpiperidine-4-yl)methyl)-2-(piperidine-1-yl)quinazolin-4-amine CN(CCC#CC1=C(C=C2C(=NC(=NC2=C1)N1CCCCC1)NCC1CCN(CC1)C)OC)C